O.[Cu+2].[Cu+2] copper (II) hemihydrate